(R)-6,7-dichloro-3-(2-(dimethylamino)ethyl)-2-(piperidin-3-yl)quinazolin-4(3H)-one trifluoroacetic acid salt FC(C(=O)O)(F)F.ClC=1C=C2C(N(C(=NC2=CC1Cl)[C@H]1CNCCC1)CCN(C)C)=O